4-fluoro-N-[4-fluoro-5-[2-(4-hydroxy-4-methylpiperidin-1-yl)pyrimidin-5-yl]-2-[(3R,5S)-3,4,5-trimethylpiperazin-1-yl]phenyl]-2-(trifluoromethyl)benzamide Phenyl-pyrazine-6-carboxylate C1(=CC=CC=C1)OC(=O)C1=CN=CC=N1.FC1=CC(=C(C(=O)NC2=C(C=C(C(=C2)C=2C=NC(=NC2)N2CCC(CC2)(C)O)F)N2C[C@H](N([C@H](C2)C)C)C)C=C1)C(F)(F)F